C(#N)CC=1N=C2N(N(C(C=C2N2C[C@H](N(C[C@@H]2CC)C(C)C=2C=CC(=NC2)C#N)CC)=O)C)C1 5-(1-((2R,5S)-4-(2-(cyanomethyl)-5-methyl-6-oxo-5,6-dihydroimidazo[1,2-b]pyridazin-8-yl)-2,5-diethylpiperazin-1-yl)ethyl)picolinonitrile